C12C(CC(C1)C2)N2C(C(NCC2)=O)=O 1-(bicyclo[2.1.1]hexan-2-yl)piperazine-2,3-dione